OC1=CC=CC=2OC3=CC=CC(=C3C(C12)=O)O 1,8-dihydroxy-9-oxo-9H-xanthene